C1(=CC=CC=C1)NCCC(C)=O 4-(phenylamino)-2-butanone